2,6-Difluoro-3-(1-methyl-6-(7-(methylsulfonyl)-4,7-diazaspiro[2.5]octan-4-yl)-1H-pyrazolo[4,3-c]pyridin-3-yl)-5-(trifluoromethyl)phenol FC1=C(C(=C(C=C1C1=NN(C2=C1C=NC(=C2)N2C1(CC1)CN(CC2)S(=O)(=O)C)C)C(F)(F)F)F)O